C(#N)C1=CC(=C2C[C@H]([C@H](C2=C1S(=O)(=O)C)O)F)[C@H]1CC[C@@H](C=2C=C(C=C(C12)C#N)F)F (5S,8R)-8-[(1S,2R)-6-cyano-2-fluoro-1-hydroxy-7-methylsulfonyl-2,3-dihydro-1H-inden-4-yl]-3,5-difluoro-5,6,7,8-tetrahydronaphthalene-1-carbonitrile